C(C)SC1=CC=C(C(=O)NC=2C=CC=C3C=CC(=NC23)C)C=C1 4-(Ethylthio)-N-(2-methylquinolin-8-yl)benzamide